FC1=C2C(=NC=3N(C2=CC=C1F)C(=NN3)C)N3CCOCC1=C3C=CC=C1C#CC(C(F)(F)F)(C)C 1-(6,7-difluoro-1-methyl-[1,2,4]triazolo[4,3-a]quinazolin-5-yl)-6-(4,4,4-trifluoro-3,3-dimethyl-but-1-ynyl)-3,5-dihydro-2H-4,1-benzoxazepine